ClC1=CC=C(C(=C1C#N)C)C(=O)N1CC=2C(=NN3C2C(N(CC3)C(C)C3=CC=C(C=C3)OC(F)F)=O)C[C@H]1C 6-chloro-3-((R)-9-(1-(4-(difluoromethoxy)phenyl)ethyl)-3-methyl-10-oxo-1,2,3,4,7,8,9,10-octahydropyrido[4',3':3,4]pyrazolo[1,5-a]pyrazine-2-carbonyl)-2-methylbenzonitrile